C(=O)O.N1CC(C1)N1CCCC2=CC(=CC(=C12)C1=C2C(=NC=C1)C=C(S2)CN2C(N(C1(CCC1)C2=O)C)=O)Cl 7-((7-(1-(azetidin-3-yl)-6-chloro-1,2,3,4-tetrahydroquinolin-8-yl)thieno[3,2-b]pyridin-2-yl)methyl)-5-methyl-5,7-diazaspiro[3.4]octane-6,8-dione, formic acid salt